C(CCC)N1C(=CC2=CC(=CC=C12)OC)C 1-Butyl-5-methoxy-2-methylindole